Guanosine disodium salt [Na].[Na].[C@@H]1([C@H](O)[C@H](O)[C@@H](CO)O1)N1C=NC=2C(=O)NC(N)=NC12